N-Tert-butyl-1-{5-[5-(1H-pyrazol-4-yl)pyrimidin-2-yl][1,3]thiazolo[5,4-d][1,3]thiazol-2-yl}pyrrolidin-3-amin Hydrochlorid Cl.C(C)(C)(C)NC1CN(CC1)C=1SC=2N=C(SC2N1)C1=NC=C(C=N1)C=1C=NNC1